7-Butyl-2-methyl-2-(4-methylpent-3-enyl)chromen-5-ol C(CCC)C=1C=C(C=2C=CC(OC2C1)(CCC=C(C)C)C)O